FC=1C=C(CN2N=C(C=CC2=O)C2=CC=C(C=C2)SC)C=CC1 2-(3-fluorobenzyl)-6-(4-(methylthio)phenyl)pyridazin-3(2H)-one